C(C)C(COC(CCN(CCN)CCC(OCC(CCCC)CC)=O)=O)CCCC (2-bis(3-(2-ethylhexyloxy)-3-oxopropyl)aminoethyl)amine